Pyridine-2,5(4H)-dicarboxylic acid 5-tert-butyl ester 2-methyl ester COC(=O)C1=NC=C(CC1)C(=O)OC(C)(C)C